COC1=CC=C(C=C1)NC(=O)C=1C(N(C2=CC=CC=C2C1)C)=O N-(4-Methoxyphenyl)-1-methyl-2-oxo-quinoline-3-carboxamide